4'-amino-10'-(piperidin-4-yl)-5'H-spiro[cyclohexane-1,7'-indolo[1,2-a]quinazolin]-5'-one NC=1C=2C(N=C3N(C2C=CC1)C1=CC(=CC=C1C31CCCCC1)C1CCNCC1)=O